CC1=CC=2N(N=C1N1CC=3C=C(C=NC3CC1)C1=CN=C(S1)C)C(C=CN2)=O 8-methyl-7-(3-(2-methylthiazol-5-yl)-7,8-dihydro-1,6-naphthyridin-6(5H)-yl)-4H-pyrimido[1,2-b]pyridazin-4-one